2-(3-(phenanthren-9-yl)-5-(pyridin-2-yl)phenyl)-4,6-diphenyl-1,3,5-triazine C1=CC=CC=2C3=CC=CC=C3C(=CC12)C=1C=C(C=C(C1)C1=NC=CC=C1)C1=NC(=NC(=N1)C1=CC=CC=C1)C1=CC=CC=C1